CN(CCC[C@H](C(C)C)N1CC2(C1)CN(CC2)C2=C(N=NC=C2)OC2=C(C(=O)N(C(C)C)CC)C=C(C=C2)F)C (R)-2-((4-(2-(6-(dimethylamino)-2-methylhex-3-yl)-2,6-diazaspiro[3.4]oct-6-yl)pyridazin-3-yl)oxy)-N-ethyl-5-fluoro-N-isopropylbenzamide